N1N=NC=C1CCN1CC2=C(NC=3C=CC(=CC23)Cl)CC1 2-(2-(1H-1,2,3-Triazol-5-yl)ethyl)-8-chloro-2,3,4,5-tetrahydro-1H-pyrido[4,3-b]indole